Septithiophene C1=CSC(=C1)C2=C(SC=C2)C3=C(SC=C3)C4=C(SC=C4)C5=C(SC=C5)C6=C(SC=C6)C7=CC=CS7